N-[4-[2-[[4-(Dimethylamino)cyclohexyl]amino]-8-isopropyl-7-oxo-pteridin-6-yl]-2,6-difluoro-phenyl]propane-1-sulfonamide CN(C1CCC(CC1)NC1=NC=2N(C(C(=NC2C=N1)C1=CC(=C(C(=C1)F)NS(=O)(=O)CCC)F)=O)C(C)C)C